Cl.CC(C(=O)OCCCC)(C)C butyl 2,2-dimethylpropionate hydrochloride